2-methyl-5-morpholin-4-ylmethyl-piperazine CC1NCC(NC1)CN1CCOCC1